1-(tetrahydrofuran-3-yl)-1H-imidazo[4,5-b]Pyridine-5-carboxylic acid methyl ester COC(=O)C1=CC=C2C(=N1)N=CN2C2COCC2